bis[4-(3-maleimidophenoxy) phenyl] ketone C1(C=CC(N1C=1C=C(OC2=CC=C(C=C2)C(=O)C2=CC=C(C=C2)OC2=CC(=CC=C2)N2C(C=CC2=O)=O)C=CC1)=O)=O